3-(3-(ethoxycarbonyl)-2-methyl-6-(methylthio)phenyl)-4,5-dihydro-isoxazole-5-carboxylic acid methyl ester COC(=O)C1CC(=NO1)C1=C(C(=CC=C1SC)C(=O)OCC)C